ClC=1C(=NC(=NC1)NC=1C=NC=C(C1)N)C1=CC(=CC=C1)C1=CC=CC=C1 N3-[5-chloro-4-(3-phenylphenyl)pyrimidin-2-yl]pyridine-3,5-diamine